2-cyclohexylmalonic acid potassium sodium salt [Na+].[K+].C1(CCCCC1)C(C(=O)[O-])C(=O)[O-]